C1(=CC=CC=C1)S(=O)(=O)NC=1C=C(C=CC1)/C=C/[C@@H](CCOC1=CC=C(C=C1)CCC(=O)O)O 3-[4-[(E,3R)-5-[3-(Benzenesulfonamido)phenyl]-3-hydroxypent-4-enoxy]phenyl]propanoic acid